4-cinnamyl-3-hydroxy-5-(2-nitrophenyl)-1-(3-trifluoromethylphenyl)-1H-pyrrol-2(5H)-one C(C=CC1=CC=CC=C1)C1=C(C(N(C1C1=C(C=CC=C1)[N+](=O)[O-])C1=CC(=CC=C1)C(F)(F)F)=O)O